C(C)(C)(C)C1=C(C(=NC(=C1)Cl)C(=O)O)N[C@H](C)C=1C=C(C=C2C(C(=C(OC12)C=1C=NN(C1)C)Cl)=O)C.B(O)O Boranediol tert-Butyl-6-chloro-3-[[(1R)-1-[3-chloro-6-methyl-2-(1-methyl-pyrazol-4-yl)-4-oxo-chromen-8-yl]ethyl]-amino]pyridine-2-carboxylate